3-bromo-4-methyl-2-(trifluoromethyl)pyridine BrC=1C(=NC=CC1C)C(F)(F)F